5-(2-Fluoropyridin-3-yl)-1-(tetrahydro-2H-pyran-2-yl)-N-(1,2,3,4-tetrahydroisoquinolin-7-yl)-1H-Indazole-3-carboxamide FC1=NC=CC=C1C=1C=C2C(=NN(C2=CC1)C1OCCCC1)C(=O)NC1=CC=C2CCNCC2=C1